(S)-5-oxopyrrolidine-2-carboxylic acid benzyl ester C(C1=CC=CC=C1)OC(=O)[C@H]1NC(CC1)=O